(trifluoromethyl)oxan-3-amine FC(F)(F)C1OCCCC1N